2'-amino-5'-(2-(3-carbamoyl-azetidine-1-carbonyl)-1H-pyrrolo[2,3-b]pyridin-4-yl)-N,N-dimethyl-[2,3'-bipyridine]-5-carboxamide NC1=NC=C(C=C1C1=NC=C(C=C1)C(=O)N(C)C)C1=C2C(=NC=C1)NC(=C2)C(=O)N2CC(C2)C(N)=O